C(#N)C=1C(=NC(=NC1)NC1=NN2CCN(C(CC2=C1)=O)C(C)C)NC1=C2CCN(CC2=CC=C1)C(=O)OC(C)(C)C tert-butyl 5-((5-cyano-2-((6-isopropyl-5-oxo-5,6,7,8-tetrahydro-4H-pyrazolo[1,5-d][1,4]diazepin-2-yl)amino)pyrimidin-4-yl)amino)-3,4-dihydroisoquinoline-2(1H)-carboxylate